C(CCCCCC(=O)OCC(COC(CCCCC(=O)OC(CCCCCCCC)CCCCCCCC)=O)OC(CCCN(C)C)=O)(=O)OCC(CCCCCC)CCCC 1-(2-butyloctyl) 7-(2-((4-(dimethylamino) butanoyl) oxy)-3-((6-(heptadecan-9-yloxy)-6-oxohexanoyl) oxy) propyl) pimelate